C(C1=CC=CC=C1)OC1OC2=C(S1)C=CC=C2 (benzyloxy)benzo[d][1,3]oxathiole